neopentyl glycol bis(2-ethylbutanoate) C(C)C(C(=O)OCC(C)(COC(C(CC)CC)=O)C)CC